4,4'-Bis((t-butyldimethylsilyl)oxy)-2'-(1-hydroxyethyl)-[1,1'-biphenyl]-2-ol [Si](C)(C)(C(C)(C)C)OC=1C=C(C(=CC1)C1=C(C=C(C=C1)O[Si](C)(C)C(C)(C)C)C(C)O)O